C(#N)C(C)OC(C=1C(C(=O)O)=CC(C(=O)O)=CC1C1(N=CC=N1)CCCCCCCCCCC)=O.C1(CCCCC1)[C@H](C(=O)N[C@H](C(=O)NC)CCCC1=CC=CC=C1)NC(=O)[C@H]1NCCCC1 (S)-N-((R)-1-cyclohexyl-2-(((S)-1-(methylamino)-1-oxo-5-phenylpentan-2-yl)amino)-2-oxoethyl)piperidine-2-carboxamide 1-cyanoethyl-2-undecyl-Imidazoletrimellitate